9-(tert-butyl) 3-ethyl 4-(methoxymethyl)-6-(thiazol-2-ylmethoxy)-9H-pyrido[3,4-b]indole-3,9-dicarboxylate COCC1=C(N=CC=2N(C3=CC=C(C=C3C21)OCC=2SC=CN2)C(=O)OC(C)(C)C)C(=O)OCC